N-[2-({[(3-fluoro(2-pyridyl))cyclobutyl]methyl}amino)pyrimidin-5-yl]-1,3-thiazol-2-ylcarboxamide FC=1C(=NC=CC1)C1(CCC1)CNC1=NC=C(C=N1)NC(=O)C=1SC=CN1